C(C)C=1C=C2C(=CC=CO2)CC1 7-ethyl-5H-[1]-benzopyran